C(CCC)S(=O)(=N)CC[C@H](N)C1=NN=NN1 (S)-3-(butyl-sulfonimidoyl)-1-(1H-tetrazol-5-yl)propan-1-amine